4-(7-fluoro-imidazo[1,2-a]pyridin-3-yl)-7-[[5-(4-hydroxy-1-piperidyl)-2-pyridyl]amino]isoindolin-1-one FC1=CC=2N(C=C1)C(=CN2)C2=C1CNC(C1=C(C=C2)NC2=NC=C(C=C2)N2CCC(CC2)O)=O